1-(PYRIDIN-2-YL)CYCLOBUTANECARBALDEHYDE N1=C(C=CC=C1)C1(CCC1)C=O